Methyl 5-chloro-2-(2-(3,3-difluorocyclopentyl)-2-(4-(2-methyl-2H-tetrazol-5-yl)phenyl)acetamido)thiazole-4-carboxylate ClC1=C(N=C(S1)NC(C(C1=CC=C(C=C1)C=1N=NN(N1)C)C1CC(CC1)(F)F)=O)C(=O)OC